C(C)(C)(C)OC(=O)N([C@@H](C(C1=CN(C2=CC=CC=C12)C)(C)C)C(=O)OC)C Methyl N-(tert-butoxycarbonyl)-N,β,β,1-tetramethyl-L-tryptophanate